FC(OC=1C=C2C=C([C@H](OC2=CC1)C(F)(F)F)C(=O)O)(F)F (S)-6-(trifluoromethoxy)-2-(trifluoromethyl)-2H-chromen-3-carboxylic acid